ClC1=CC=C(C=N1)C1=NN(C=2C1=NC(=C(C2)OC)C2=C1CCC(C1=CC=C2)C#N)COCC[Si](C)(C)C 4-(3-(6-Chloropyridin-3-yl)-6-methoxy-1-((2-(trimethylsilyl)ethoxy)methyl)-1H-pyrazolo[4,3-b]pyridin-5-yl)-2,3-dihydro-1H-indene-1-carbonitrile